tyrosinate N[C@@H](CC1=CC=C(C=C1)O)C(=O)[O-]